OC(C1CCC2(CCN(CC2)C(=O)OC(C)(C)C)CC1)C1=CC=NC=C1 tert-butyl 9-(hydroxy (pyridin-4-yl) methyl)-3-azaspiro[5.5]undecane-3-carboxylate